N1(CCCCC1)C(=O)C=1C=CC=2C=3N(C(=NC2C1)C=1C=C2C=CN(C2=CC1)C(=O)OC(C)(C)C)C=CN3 tert-butyl 5-(8-(piperidine-1-carbonyl)imidazo[1,2-c]quinazolin-5-yl)indole-1-carboxylate